C(C1=CC=CC=C1)(=O)N[C@H](C(=O)NC(CN(C(OC(=CC)C(CC(C)N(C)C)(C1=CC=CC=C1)C1=CC=CC=C1)=O)C)CC)CCCNC(=N)NS(=O)(=O)C=1C(=C(C2=C(CC(O2)(C)C)C1C)C)C 6-(dimethylamino)-4,4-diphenylhept-2-en-3-yl (2-((S)-2-benzamido-5-(3-((2,2,4,6,7-pentamethyl-2,3-dihydrobenzofuran-5-yl)sulfonyl)guanidino)pentanamido)butyl)(methyl)carbamate